FCCCN1CC(C1)NC=1C=NC(=CC1)[C@@H]1N([C@H](CC2=C1NC1=CC3=C(C=C21)CC3)C)CC(F)(F)F N-(1-(3-fluoropropyl)azetidin-3-yl)-6-((1R,3S)-3-methyl-2-(2,2,2-trifluoroethyl)-2,3,4,6,7,9-hexahydro-1H-cyclobuta[f]pyrido[3,4-b]indol-1-yl)pyridin-3-amine